ClC=1C(=NC(=NC1)NC1=C(C=C(C=C1)N(C)CCN(C)C)OC)NC=1C(=C2N=CC=NC2=CC1)NS(=O)(=O)C N-(6-((5-chloro-2-((4-((2-(dimethylamino)ethyl)(methyl)amino)-2-methoxyphenyl)amino)pyrimidin-4-yl)amino)quinoxalin-5-yl)methanesulfonamide